C(C)C1=C(C(=CC=C1)O)C ethyl-cresol